C1(=CC=CC=C1)N1NC(=C(C1=O)C(C(C)(C)C)=O)C 1-phenyl-3-methyl-4-(2,2-dimethylpropan-1-oyl)pyrazolin-5-one